C(CCCCCCC)C=1C=C2C=CC(=CC2=CC1)NC(CCCNC(OC(C)(C)C)=O)=O tert-butyl (4-((6-octylnaphthalen-2-yl)amino)-4-oxobutyl)carbamate